N=1C=NN2C1C=C(C=C2)OC2=C(C(=C(C=C2)NC2=NC=NC1=CC(=C(C=C21)OC2CC1CCC(C2)N1C(C=C)=O)OC)F)C 1-(3-((4-((4-([1,2,4]Triazolo[1,5-a]pyridin-7-yloxy)-2-fluoro-3-meth-ylphenyl)amino)-7-methoxyquinazolin-6-yl)oxy)-8-azabicyclo[3.2.1]octan-8-yl)prop-2-en-1-one